C(C)(C)(C)OC(=O)NC1CC2(CCC2)C1 6-[(tert-butoxycarbonyl)amino]spiro[3.3]heptan